C(C)OC(=O)C1=C(N=C(S1)NC(CC(C)(NC(C1=CC(=CC=C1)C1=NOC(=N1)C)=O)C)=O)C 4-methyl-2-(3-methyl-3-(3-(5-methyl-1,2,4-oxadiazol-3-yl)benzoylamino)butanoylamino)thiazole-5-carboxylic acid ethyl ester